N-(4-(2-methoxyethoxy)cyclohexyl)-6-(thiazol-5-yl)picolinamide COCCOC1CCC(CC1)NC(C1=NC(=CC=C1)C1=CN=CS1)=O